CC1=CC=C(C=C1)S(=O)(=O)OCC1CCN(CC1)C=1C=C2C(N(C(C2=CC1)=O)C1C(NC(CC1)=O)=O)=O [1-[2-(2,6-dioxo-3-piperidyl)-1,3-dioxo-isoindolin-5-yl]-4-piperidyl]methyl 4-methylbenzenesulfonate